N[C@H](CCCOC1=C(CC=2C=NN3C2N=CN=C3N)C=CC=C1Cl)COC (R)-8-(2-((4-amino-5-methoxypentyl)oxy)-3-chlorobenzyl)pyrazolo[1,5-a][1,3,5]triazin-4-amine